6-bromoacetyl-2-dimethylaminonaphthalene BrCC(=O)C=1C=C2C=CC(=CC2=CC1)N(C)C